CC1(OCCC(C1)NC=1N=NC(=C(N1)C)C=1C=CC=CC1)C 5-(3-((2,2-dimethyltetrahydro-2H-pyran-4-yl)amino)-5-methyl-1,2,4-triazine-6-yl)benzene